FC=1C(=C(C=C(C1)C1=NOC(=N1)C1CN(C1)C(=O)N1CCOCC1)NC(=O)C1=CN=C2N1C=CC=C2)C N-(3-fluoro-2-methyl-5-(5-(1-(morpholine-4-carbonyl)azetidin-3-yl)-1,2,4-oxadiazol-3-yl)phenyl)imidazo[1,2-a]pyridine-3-carboxamide